4-[3-[2-(dimethylamino)ethyl]-2-oxo-1,3-benzoxazol-6-yl]-2,2-dimethyl-N-(4-phenylbutyl)piperazine-1-carboxamide CN(CCN1C(OC2=C1C=CC(=C2)N2CC(N(CC2)C(=O)NCCCCC2=CC=CC=C2)(C)C)=O)C